eicosenyl-amide C(=CCCCCCCCCCCCCCCCCCC)[NH-]